C(C1=CC=CC=C1)C1=CC=C(C=C1)N1CCN(CC1)C=1C=NN2C1C=CC(=C2)C=2C=NN(C2)C 3-(4-(4-benzyl-phenyl)-piperazin-1-yl)-6-(1-methyl-1H-pyrazol-4-yl)pyrazolo[1,5-a]pyridine